ClC=1C(=CC=C2N=CC(=NC12)C=1C=NN(C1)C1CC(C1)O)OC1=CC2=C(N=C(N2COCC[Si](C)(C)C)C)C=C1 3-[4-[8-Chloro-7-[2-methyl-3-(2-trimethylsilylethoxymethyl)benzimidazol-5-yl]oxy-quinoxalin-2-yl]pyrazol-1-yl]cyclobutanol